ClC=1C=C(C(=O)O)C=CC1C(F)(F)F 3-chloro-4-(trifluoromethyl)benzoic acid